5-bromo-2-cyclobutyl-7-iodo-2,3-dihydro-[1,4]dioxino[2,3-c]pyridine BrC1=NC(=CC2=C1OCC(O2)C2CCC2)I